N-(1,2,3,5,6,7-hexahydros-indacen-4-ylcarbamoyl)-5-(1-hydroxycyclopropyl)thiophene-2-sulfonamide tert-butyl-5-bromo-1,3-dioxoisoindole-2-carboxylate C(C)(C)(C)OC(=O)N1C(C2=CC=C(C=C2C1=O)Br)=O.C1CCC2=C(C=3CCCC3C=C12)NC(=O)NS(=O)(=O)C=1SC(=CC1)C1(CC1)O